2-(2-Chloro-5-((2-((2-(4-(trifluoromethoxy)phenyl)-1H-benzo[d]imidazol-1-yl)methyl)phenoxy)methyl)phenyl)acetic acid ClC1=C(C=C(C=C1)COC1=C(C=CC=C1)CN1C(=NC2=C1C=CC=C2)C2=CC=C(C=C2)OC(F)(F)F)CC(=O)O